C1(CC1)C=1N=C(C2=C(N1)N=C(C(=C2)C(=O)N(C)C)N2CCCC2)N[C@H](C)C2=C1CCC(C1=CC=C2)(F)F (R)-2-cyclopropyl-4-((1-(1,1-difluoro-2,3-dihydro-1H-inden-4-yl)ethyl)amino)-N,N-dimethyl-7-(pyrrolidin-1-yl)pyrido[2,3-d]pyrimidine-6-carboxamide